OCCNC1=C(C=C2C(=C(C(N(C2=C1)C)=O)C#N)N1CCC(CC1)C=1OC2=C(N1)C=C(C=C2)C)C 7-[(2-Hydroxyethyl)amino]-1,6-dimethyl-4-[4-(5-methyl-1,3-benzooxazol-2-yl)piperidin-1-yl]-2-oxo-1,2-dihydroquinoline-3-carbonitrile